(E)-3-(4-fluorophenyl)-N'-((E)-3-(4-fluorophenyl)acryloyl)acrylohydrazide FC1=CC=C(C=C1)/C=C/C(=O)NNC(\C=C\C1=CC=C(C=C1)F)=O